BrC=1C=CC=C2C3=C(NC12)CCCCC3 4-bromo-5,6,7,8,9,10-hexahydrocyclohepta[b]indole